N[C@@H](CN1C(N(C(=C(C1=O)C=1C(=C(OCC(=O)N)C=CC1)F)C)CC1=C(C=CC=C1C(F)(F)F)F)=O)C1=CC=CC=C1 (R)-2-(3-(3-(2-amino-2-phenylethyl)-1-(2-fluoro-6-(trifluoromethyl)benzyl)-6-methyl-2,4-dioxo-1,2,3,4-tetrahydropyrimidin-5-yl)-2-fluorophenoxy)acetamide